C(C=C)ON=C(N)C1=C(N=NC(=C1)C)OC1=CC(=CC=C1)C(F)(F)F N'-allyloxy-6-methyl-3-[3-(trifluoromethyl)phenoxy]pyridazine-4-carboxamidine